aminomethyl-4-chloro-6-methylpyridin-2(1H)-one NCN1C(C=C(C=C1C)Cl)=O